CC1(OB(OC1(C)C)C1=CC=C(C=C1)O)C 4-(4,4,5,5-tetramethyl-1,3-dioxaborolan-2-yl)phenol